COC1=CC=C(C=C1)C1=NC2=CC=C(C=C2C(=C1CN1CCC(CC1)N1CCOCC1)C(=O)NC1(CC1)C1=CC=CC=C1)S(=O)(=O)C 2-[4-(methoxy)phenyl]-6-(methylsulfonyl)-3-{[4-(4-morpholinyl)-1-piperidinyl]methyl}-N-(1-phenylcyclopropyl)-4-quinolinecarboxamide